NC=1N=C(C=2C(N1)=CN(N2)CC2=C(C=C(C=C2)N2CCN(CC2)C(CCCCNCCCCCCCCCCCCCCCCCC)=O)OC)NCCCC 1-(4-(4-((5-amino-7-(butylamino)-2H-pyrazolo[4,3-d]pyrimidin-2-yl)methyl)-3-methoxyphenyl)piperazin-1-yl)-5-(octadecylamino)pentan-1-one